((1s,3s)-3-Hydroxy-3-methylcyclobutyl)(7-(1-phenyl-1H-pyrazol-3-yl)-2-azaspiro[3.5]nonan-2-yl)methanone OC1(CC(C1)C(=O)N1CC2(C1)CCC(CC2)C2=NN(C=C2)C2=CC=CC=C2)C